C(C)(C)(C)OC(NCCOCCN(C)O)=O (2-(2-(hydroxy(methyl)amino)ethoxy)ethyl)carbamic acid tert-butyl ester